C(=C)C1=CC=C(C=C1)N(C1=CC=CC=C1)C1=CC=CC=C1 4-vinylphenyldiphenylamine